methyl ((R)-2-((5-cyanopyridin-2-yl)oxy) octadecyl) hydrogen phosphate P(=O)(OC)(OC[C@@H](CCCCCCCCCCCCCCCC)OC1=NC=C(C=C1)C#N)O